(5R,6R,7R)-5-(hydroxymethyl)-2-methyl-6,7-dihydro-5H-pyrano[3,2-d]oxazole-6,7-diol OC[C@@H]1[C@@H]([C@@H](C=2N=C(OC2O1)C)O)O